CN(C1=CC=C(C=C1)B(O)O)C 4-(dimethyl-amino)phenylboronic acid